N1N=NN=C1C1=NON=C1 (1H-tetrazol-5-yl)-[1,2,5]oxadiazole